(2,6-Dimethylbenzyl)Trimethylammonium Chloride [Cl-].CC1=C(C[N+](C)(C)C)C(=CC=C1)C